C(C)OC(=O)C=1N(C(=C(N1)Br)C)C1CC1 bromo-1-cyclopropyl-5-methyl-1H-imidazole-2-carboxylic acid ethyl ester